N-[2-(1-hydroxyethyl)-1-[[2-(trimethylsilyl)ethoxy]methyl]pyrrolo[3,2-c]pyridin-6-yl]-1-methylindazole-6-carboxamide OC(C)C1=CC=2C=NC(=CC2N1COCC[Si](C)(C)C)NC(=O)C1=CC=C2C=NN(C2=C1)C